6-(2-chloro-6-fluorophenyl)-2-((2-trifluoromethyl-4-((3r,5s)-3,4,5-trimethylpiperazin-1-yl)phenyl)amino)-8,9-dihydroimidazo[1,2-a]pyrimido[5,4-e]pyrimidin-5(6H)-one ClC1=C(C(=CC=C1)F)N1C=2N(C3=C(C1=O)C=NC(=N3)NC3=C(C=C(C=C3)N3C[C@H](N([C@H](C3)C)C)C)C(F)(F)F)CCN2